3-fluoro-N,5-dimethyl-4-(3-(4-(4-methylpiperazin-1-yl)phenyl)-6-oxo-1H-pyrazolo[4,3-c]pyridazin-5(6H)-yl)benzamide FC=1C=C(C(=O)NC)C=C(C1N1N=C2C(=CC1=O)NN=C2C2=CC=C(C=C2)N2CCN(CC2)C)C